2-((2-Methoxy-4-morpholinophenyl)amino)-8-phenyl-5-((trimethylsilyl)ethynyl)pyrido[2,3-d]pyrimidin-7(8H)-one COC1=C(C=CC(=C1)N1CCOCC1)NC=1N=CC2=C(N1)N(C(C=C2C#C[Si](C)(C)C)=O)C2=CC=CC=C2